O=C1NC(CCC1N1C(C2=CC=C(C=C2C1=O)N1CCC(CC1)CC1CCN(CC1)C(=O)C1CCN(CC1)C(=O)OCC1=CC=CC=C1)=O)=O benzyl 4-[4-[[1-[2-(2,6-dioxo-3-piperidyl)-1,3-dioxo-isoindolin-5-yl]-4-piperidyl]methyl]piperidine-1-carbonyl]piperidine-1-carboxylate